ClC1=CC=C(C2=C1C=C(O2)F)COC2=NC(=NC=C2F)C2=CCC(CC2)CC=2N(C1=C(N2)SC(=C1)C(=O)OC)C[C@H]1OCC1 methyl 2-((4-(4-((4-chloro-2-fluorobenzofuran-7-yl)methoxy)-5-fluoropyrimidin-2-yl)cyclohex-3-en-1-yl)methyl)-1-(((S)-oxetan-2-yl)methyl)-1H-thieno[2,3-d]imidazole-5-carboxylate